CN1CC(OB(OC(C1)=O)C1=CC=2C(=NC(=CC2)[C@@H](C)NC(OC(C)(C)C)=O)N1)=O tert-butyl (R)-(1-(2-(6-methyl-4,8-dioxo-1,3,6,2-dioxazaborocan-2-yl)-1H-pyrrolo[2,3-b]pyridin-6-yl)ethyl)carbamate